1-(4-benzyl-3-oxo-3,4-dihydro-2H-benzo[b][1,4]thiazin-6-yl)-3-(1H-pyrrolo[2,3-c]pyridin-3-yl)urea C(C1=CC=CC=C1)N1C2=C(SCC1=O)C=CC(=C2)NC(=O)NC2=CNC1=CN=CC=C12